FC1=CC=C(C=C1)S(=O)(=O)NC1=CC=C(C=C1)C=1C=CC=2N(N1)C(=CN2)C2=CC=NC=C2 4-fluoro-N-(4-(3-(pyridin-4-yl)imidazo[1,2-b]pyridazin-6-yl)phenyl)benzenesulfonamide